7-(2-amino-7-fluorobenzo[d]thiazol-4-yl)-4-((1R,5S)-3,8-diazabicyclo[3.2.1]octan-3-yl)-6-chloro-2-(2-(pyrrolidin-1-yl)ethyl)phthalazin-1(2H)-one NC=1SC2=C(N1)C(=CC=C2F)C2=C(C=C1C(=NN(C(C1=C2)=O)CCN2CCCC2)N2C[C@H]1CC[C@@H](C2)N1)Cl